2-(3-(2-(2-(2-(2-((2-(2,6-dioxopiperidin-3-yl)-1,3-dioxoisoindolin-5-yl)oxy)ethoxy)ethoxy)ethoxy)ethoxy)phenyl)-N-(5-methyl-4-(1-(2-methylbenzoyl)indolin-5-yl)thiazol-2-yl)acetamide O=C1NC(CCC1N1C(C2=CC=C(C=C2C1=O)OCCOCCOCCOCCOC=1C=C(C=CC1)CC(=O)NC=1SC(=C(N1)C=1C=C2CCN(C2=CC1)C(C1=C(C=CC=C1)C)=O)C)=O)=O